(S)-N-(1-(3,4-dichlorophenyl)-2-(4-methylpiperazin-1-yl)ethyl)-4-(trifluoromethoxy)benzenesulfonamide ClC=1C=C(C=CC1Cl)[C@@H](CN1CCN(CC1)C)NS(=O)(=O)C1=CC=C(C=C1)OC(F)(F)F